N1(CCCC1)C(=O)OC1=C(C(=CC(=C1)C(C)(C)C)C(C)(C)C)OC(=O)N1CCCC1 3,5-di-tert-butyl-1,2-phenylene bis(pyrrolidine-1-carboxylate)